2,2'-bipyridyl sulfide [N+]=1(C(=CC=CC1)C1=NC=CC=C1)[S-]